3-((s)-5H-imidazo[5,1-a]isoindol-5-yl)-4-methyltetrahydro-2H-pyran-4-ol C=1N=CN2C1C1=CC=CC=C1[C@@H]2C2COCCC2(O)C